COC1=C(C=CC=C1)[C@H](C)N (S)-1-(2-methoxyphenyl)ethan-1-amine